3-({[(4S)-7-(3-fluorophenyl)-3,4-dihydro-2H-chromen-4-yl]methyl}amino)pyridine-4-carboxylic acid FC=1C=C(C=CC1)C1=CC=C2[C@H](CCOC2=C1)CNC=1C=NC=CC1C(=O)O